COC1=CC=C(C=C1)CN(CCC(=O)NN)CC1=CC=C(C=C1)OC 3-[bis[(4-methoxyphenyl)methyl]amino]propanehydrazide